rel-N-(1-cyanocyclopropyl)-3-(5-(difluoromethyl)-1,3,4-thiadiazol-2-yl)-8-((2R,6S)-2-(hydroxymethyl)-6-methylmorpholino)imidazo[1,2-a]pyridine-6-sulfonamide C(#N)C1(CC1)NS(=O)(=O)C=1C=C(C=2N(C1)C(=CN2)C=2SC(=NN2)C(F)F)N2C[C@@H](O[C@H](C2)C)CO |o1:28,30|